C1=C(C=CC2=CC=CC=C12)S(=O)/C(=C/S(=O)(=O)C1=CC2=CC=CC=C2C=C1)/C1=CC=CC=C1 (E)-2-(2-(NAPHTHALEN-2-ylsulfinyl)-2-phenylvinyl)sulfonylnaphthalene